2-methoxy-N-(4-methoxy-6-((4-(vinylsulfonamido)piperidin-1-yl)methyl)benzo[d]isoxazol-3-yl)benzenesulfonamide COC1=C(C=CC=C1)S(=O)(=O)NC1=NOC2=C1C(=CC(=C2)CN2CCC(CC2)NS(=O)(=O)C=C)OC